N,N-di(4-isopropylcyclohexyl)-5-(4-tert-pentylcyclohexylcarbonylamino)isophthalamide C(C)(C)C1CCC(CC1)N(C(C1=CC(C(=O)N)=CC(=C1)NC(=O)C1CCC(CC1)C(C)(C)CC)=O)C1CCC(CC1)C(C)C